ClC1=C(C=C(C(=C1)C(F)(F)F)Cl)C(C)=O 1-[2,5-Dichloro-4-(trifluoromethyl)phenyl]ethanone